N(=NN1C=NCC1)N1C=NCC1 azobisimidazoline